12-(3-(2-(trifluoromethyl)pyrimidin-5-yl)ureido)dodecanoic acid FC(C1=NC=C(C=N1)NC(NCCCCCCCCCCCC(=O)O)=O)(F)F